ClC1=CC(=C(C=N1)C1=NC=C(C=C1)S(=O)(=O)N1CCC(CC1)C)NC1CCC(CC1)C(C)(C)O 2-((1s,4s)-4-((6'-Chloro-5-((4-methylpiperidin-1-yl)sulfonyl)-[2,3'-bipyridin]-4'-yl)amino)cyclohexyl)propan-2-ol